(2R,6R)-4-(tert-butoxycarbonyl)-1-isobutyryl-6-methylpiperazine-2-carboxylic acid C(C)(C)(C)OC(=O)N1C[C@@H](N([C@@H](C1)C)C(C(C)C)=O)C(=O)O